COC=1C=C(C=NC2=C(C=CC=C2)F)C=CC1OC (3,4-dimethoxybenzylidene)-2-fluoroaniline